FC1=C(CC2=C(OCCN3CCOCC3)C(=CC(=C2)C)C)C=CC=C1 (2-(2-(2-Fluorobenzyl)-4,6-dimethylphenoxy)ethyl)morpholine